CC(C(=O)O)CC1=CC=CC=C1.C1(CCCCC1)C(C(=O)OC)C methyl cyclohexylpropionate (methyl hydrocinnamate)